C1(CC1)COC1=CC=C(C(=C1COC=1C(=CC(=C(C1)NC(=O)NC=1C(=C(NN1)C(=O)OCC)C(=O)OCC)F)OC)F)F diethyl 5-([(5-([6-(cyclopropylmethoxy)-2,3-difluorophenyl] methoxy)-2-fluoro-4-methoxyphenyl) carbamoyl] amino)-2H-pyrazole-3,4-dicarboxylate